arginine-N-lauroyl amide dihydrochloride Cl.Cl.C(CCCCCCCCCCC)(=O)NC([C@@H](N)CCCNC(N)=N)=O